FC1=C(C=CC=C1C1NCCCC2=C1NC(=N2)C2=C(C=CC(=C2)OC=2C(=C1C=CN(C1=CC2F)S(=O)(=O)C2=CC=C(C=C2)C)S(=O)(=O)C)F)/C=C/C(=O)OCC ethyl (E)-3-[2-fluoro-3-[2-[2-fluoro-5-[6-fluoro-4-methylsulfonyl-1-(p-tolylsulfonyl)indol-5-yl]oxy-phenyl]-3,4,5,6,7,8-hexahydroimidazo[4,5-c]azepin-4-yl]phenyl]prop-2-enoate